C(C1=CC=CC=C1)OCC(=O)NC1=NN2C(N(C3=C(C2=O)CN(C3=O)C(C)C)CC(=O)NC3=NC=C(C=C3)F)=C1 2-(benzyloxy)-N-[4-{2-[(5-fluoropyridin-2-yl)amino]-2-oxoethyl}-5,8-dioxo-6-(propan-2-yl)-5,6,7,8-tetrahydro-4H-pyrazolo[1,5-a]pyrrolo[3,4-d]pyrimidin-2-yl]acetamide